(E)-4-bromobut-2-enoic acid ethyl ester C(C)OC(\C=C\CBr)=O